[F-].C(CCCCCC)[NH+]1C(=CC=C1)C 1-Heptyl-2-Methylpyrrolium fluorid